tert-butyl (3S)-3-[[(R)-tert-butylsulfinyl]amino]spiro[indoline-2,4'-piperidine]-1'-carboxylate C(C)(C)(C)[S@@](=O)N[C@H]1C2=CC=CC=C2NC12CCN(CC2)C(=O)OC(C)(C)C